ClC1=C(NC2=NOC3=C2C=C(C=C3)Cl)C=CC=C1C1=CC=CC=C1 3-(2-chloro-3-phenylanilino)-5-chlorobenzoisooxazole